Heptafluoro-2-butene FC(C(=C(C(F)(F)F)F)F)F